1-(3-((1H-pyrazol-1-yl)methyl)benzyl)-4-amino-1H-imidazo[4,5-c]quinolin-2(3H)-one N1(N=CC=C1)CC=1C=C(CN2C(NC=3C(=NC=4C=CC=CC4C32)N)=O)C=CC1